(1s,15S,16R,19s)-15-{[(2R)-1,1,1-trifluoropropan-2-yl]amino}-8,18-dioxa-11-azatetracyclo[17.1.1.02,7.011,16]henicosa-2(7),3,5-trien-10-one FC([C@@H](C)N[C@H]1CCCN2C(COC=3C=CC=CC3C3CC(OC[C@@H]12)C3)=O)(F)F